N-[4-Amino-1-(2-trimethylsilylethoxymethyl)pyrazolo[4,3-c]pyridin-7-yl]-2-oxo-2-[rac-(2R,5S)-2-(3,4-dimethylphenyl)-5-methyl-1-piperidyl]acetamide NC1=NC=C(C2=C1C=NN2COCC[Si](C)(C)C)NC(C(N2[C@H](CC[C@@H](C2)C)C2=CC(=C(C=C2)C)C)=O)=O |r|